NC=1C2=C(N=CN1)N(C=C2C2=C(C=C(C=C2)NC(N(C2=CC=CC=C2)C)=O)C)C 3-(4-(4-amino-7-methyl-7H-pyrrolo[2,3-d]pyrimidin-5-yl)-3-methyl-phenyl)-1-methyl-1-phenylurea